oxoethyleneglycol titanium [Ti].O=C(CO)O